(S)-N-((2S,3R)-3-(cyclohexylmethoxy)-1-oxo-1-(piperidin-1-yl)butan-2-yl)-2-((S)-2,2-dimethylcyclopropane-1-carbonyl)-2,6-diazaspiro[3.4]octane-8-carboxamide C1(CCCCC1)CO[C@@H]([C@@H](C(N1CCCCC1)=O)NC(=O)[C@@H]1CNCC12CN(C2)C(=O)[C@@H]2C(C2)(C)C)C